N-aminoethylpiperidine NCCN1CCCCC1